C([C@@H]1[C@H]([C@H]([C@H](O1)OP(=O)([O-])[O-])O)O)O The molecule is dianion of alpha-D-ribose 1-phosphate arising from deprotonation of both phosphate OH groups; major species at pH 7.3. It has a role as a human metabolite and a Saccharomyces cerevisiae metabolite. It is a conjugate base of an alpha-D-ribose 1-phosphate.